FC(C1=NN2C(N=C(C=C2N[C@@H]2C[C@@H](CCC2)NC2=NC=CC3=C2N(C=N3)C)C(F)(F)F)=C1)(F)F (1S,3R)-N1-(2,5-Bis(trifluoromethyl)pyrazolo[1,5-a]pyrimidin-7-yl)-N3-(3-methyl-3H-imidazo[4,5-c]pyridin-4-yl)cyclohexane-1,3-diamine